4-hydroxy-2-oxabicyclo[2.2.2]octane-1-carboxylic acid methyl ester COC(=O)C12OCC(CC1)(CC2)O